CSC1=NC=CC(=N1)C(C(=O)OC(C)(C)C)C(=O)OC 1-tert-butyl 3-methyl 2-(2-(methylthio)pyrimidin-4-yl)malonate